methyl 8-methoxy-2-((tetrahydrofuran-3-yl)methyl)imidazo[1,2-a]pyrazine-6-carboxylate COC=1C=2N(C=C(N1)C(=O)OC)C=C(N2)CC2COCC2